C(C)(C)(C)OC(CN(C(=O)OC(C)(C)C)C1=C(C(=CC=C1)Br)[N+](=O)[O-])=O (3-bromo-2-nitrophenyl)-N-(t-butoxycarbonyl)glycine tert-butyl ester